6-(2-Hydroxy-5-chlorobenzylamino)-9-β-D-arabinofuranosylpurin OC1=C(CNC2=C3N=CN(C3=NC=N2)[C@H]2[C@@H](O)[C@H](O)[C@H](O2)CO)C=C(C=C1)Cl